2-[[6-[5-chloro-3-[1-[(4,4-difluorocyclohexyl)methyl]pyrazol-4-yl]quinoxalin-6-yl]oxy-7-fluoro-2-methyl-benzimidazol-1-yl]methoxy]ethyl-trimethyl-silane ClC1=C2N=C(C=NC2=CC=C1OC=1C=CC2=C(N(C(=N2)C)COCC[Si](C)(C)C)C1F)C=1C=NN(C1)CC1CCC(CC1)(F)F